ClC1=C(C=CC=C1Cl)C1=C(C=2N=C(N=C(C2C=N1)N1C[C@H]2CC[C@@H](C1)N2C(=O)OC(C)(C)C)OCC21CCCN1CCC2)F (1R,5S)-tert-butyl 3-(7-(2,3-dichlorophenyl)-8-fluoro-2-((hexahydro-1H-pyrrolizin-7a-yl)methoxy)pyrido[4,3-d]pyrimidin-4-yl)-3,8-diazabicyclo[3.2.1]octane-8-carboxylate